tert-butyl (trans)-3-methoxy-4-((2-((6-morpholinopyridin-3-yl)amino)-7-oxo-6-phenylpyrido[2,3-d]pyrimidin-8(7H)-yl)methyl)pyrrolidine-1-carboxylate CO[C@@H]1CN(C[C@H]1CN1C(C(=CC2=C1N=C(N=C2)NC=2C=NC(=CC2)N2CCOCC2)C2=CC=CC=C2)=O)C(=O)OC(C)(C)C